1-(6-fluoro-3-methyl-8-(5-(trifluoromethyl)-1,2,4-oxadiazol-3-yl)-2,3-dihydrobenzo[f][1,4]oxazepin-4(5H)-yl)ethan FC1=CC(=CC2=C1CN(C(CO2)C)CC)C2=NOC(=N2)C(F)(F)F